2-bromo-1-(4-fluorophenyl)-5-methoxy-1H-indole-3-carbonitrile BrC=1N(C2=CC=C(C=C2C1C#N)OC)C1=CC=C(C=C1)F